FC1=CC=C(C=C1)C(N1[C@H](CN(CC1)C(=O)OC(C)(C)C)CC)C1=CC=C(C=C1)F tert-butyl (S)-4-(bis(4-fluorophenyl)methyl)-3-ethylpiperazine-1-carboxylate